N1=NN=NC=C1 triazazine